7-(2-(difluoromethoxy)-5-formylphenoxy)-N-methoxy-N-methylheptanamide FC(OC1=C(OCCCCCCC(=O)N(C)OC)C=C(C=C1)C=O)F